Cl.C[C@@H]1CN(CCC1)C1=NOC(=N1)[C@@H](C)N (1R)-1-[3-[(3S)-3-methyl-1-piperidyl]-1,2,4-oxadiazol-5-yl]ethanamine hydrochloride